FC1=NC=CC2=C1CC1CCC2N1C(=O)NC1=CC=C(C=C1)OC1=CC=CC=C1 (±)-1-fluoro-N-(4-phenoxyphenyl)-6,7,8,9-tetrahydro-5H-5,8-epiminocyclohepta[c]pyridine-10-carboxamide